FC1=C(C(=CC2=C1C=C(S2)C(C[C@@H](C(=O)OCC)C)=O)OC)O ethyl (2S)-4-(4-fluoro-5-hydroxy-6-methoxy-benzothiophen-2-yl)-2-methyl-4-oxo-butanoate